BrC1=C(SC=C1)C(=O)N1CCN(CC1)C1=C(C=CC=C1)N(S(=O)(=O)C=1C=CC2=C(C(=C(S2)C(=O)OCC)C)C1)CCC1=CC=C(C=C1)Cl ethyl 5-(N-(2-(4-(3-bromothiophene-2-carbonyl) piperazin-1-yl) phenyl)-N-(4-chlorophenylethyl) sulfamoyl)-3-methylbenzothiophene-2-carboxylate